(R)-2-fluoro-1-phenylethanol FC[C@H](O)C1=CC=CC=C1